FC1=C(C(=CC=C1)F)C1(CC1)NC1=NC=C(C=N1)C(N)=NO 2-{[1-(2,6-difluorophenyl)cyclopropyl]amino}-N'-hydroxypyrimidine-5-carboximidamide